bicyclo[1.1.1]Pentane methyl-1-cyclopropyl-2-oxo-5-[[[(2S)-oxolan-2-yl]methylamino]methyl]pyridine-3-carboxylate COC(=O)C=1C(N(C=C(C1)CNC[C@H]1OCCC1)C1CC1)=O.C12CC(C1)C2